trifluoroborate potassium salt [K].B(F)(F)F